Ethenesulfonic acid [4-(3-bromo-phenylamino)-quinazolin-6-yl]-amide BrC=1C=C(C=CC1)NC1=NC=NC2=CC=C(C=C12)NS(=O)(=O)C=C